BrC1=C(C=CC(=N1)N1C(N(CC1)C(C)(C)C)=O)S(=O)(=O)C 1-[6-bromo-5-(methanesulfonyl)pyridin-2-yl]-3-tert-butylimidazolidin-2-one